8-(8-amino-1-bromoimidazo[1,5-a]pyrazin-3-yl)-8-azaspiro[4.5]decan-1-one NC=1C=2N(C=CN1)C(=NC2Br)N2CCC1(CCCC1=O)CC2